C(=O)(C=C)N1CCN(CC1)C1=CC=C(C=C1)C=1C=2N(C=C(C1)N1CCN(CC1)C)N=CC2C#N 4-(4-(4-Acrylpiperazin-1-yl)phenyl)-6-(4-methylpiperazin-1-yl)pyrazolo[1,5-a]pyridine-3-carbonitrile